C(C)(C)(C)OC(=O)N1CC=2C=CC(=NC2CC1CC1=CC=CC=C1)SCC1=CC=CC=C1 7-Benzyl-2-(benzylthio)-7,8-dihydro-1,6-naphthyridine-6(5H)-carboxylic acid tert-butyl ester